methyl-N-phenyl-8-(thiophen-2-yl)-[1,2,4]triazolo[4,3-a]quinazolin-5-amine CC1=NN=C2N1C1=CC(=CC=C1C(=N2)NC2=CC=CC=C2)C=2SC=CC2